FC1(CN(CC[C@H]1N1CCC2(CC1)CCNCC2)CC2=C1CCN(C1=CC=C2)C=2C=C(C=1N(N2)C(=CN1)C(=O)N[C@H]1[C@H](C1)F)NC)F 6-(4-(((R)-3,3-difluoro-4-(3,9-diazaspiro[5.5]undecan-3-yl)piperidin-1-yl)methyl)indolin-1-yl)-N-((1R,2S)-2-fluorocyclopropyl)-8-(methylamino)imidazo[1,2-b]pyridazine-3-carboxamide